1-(4-(1H-pyrazol-4-yl)phenyl)-3-(2-amino-1-phenylethyl)thiourea dihydrochloride Cl.Cl.N1N=CC(=C1)C1=CC=C(C=C1)NC(=S)NC(CN)C1=CC=CC=C1